CN(CCC1=CNC2=CC=C(C=C12)OC1OC(C(C(C1O)O)O)CO)C 2-((3-(2-(dimethylamino)ethyl)-1H-indol-5-yl)oxy)-6-(hydroxymethyl)tetrahydro-2H-pyran-3,4,5-triol